NC1CN(CC(C1)F)C1C(CC(C1)C1=CC=C(C=C1)F)OC1=CC=CN=N1 6-[2-(3-amino-5-fluoro-1-piperidyl)-4-(4-fluorophenyl)cyclopentoxy]pyridazine